(S)-(3,3-difluorocyclobutyl)(6-(2-methylimidazo[1,2-a]pyridin-7-yl)thieno[2,3-b]pyridin-2-yl)methanol FC1(CC(C1)[C@H](O)C1=CC=2C(=NC(=CC2)C2=CC=3N(C=C2)C=C(N3)C)S1)F